6-(difluoromethyl)-N-(2-methyl-9H-xanthen-9-yl)-2-oxo-1,2-dihydropyridine-3-carboxamide FC(C1=CC=C(C(N1)=O)C(=O)NC1C2=CC=CC=C2OC=2C=CC(=CC12)C)F